NC1=C(C=C(C=N1)C=1C=C2N(N1)CC[C@]21CN(CC1)C(=O)NC(C)(C)C1=CC=C(C=C1)F)C(F)(F)F |r| (rac)-2'-[6-amino-5-(trifluoromethyl)pyridin-3-yl]-N-[2-(4-fluorophenyl)propan-2-yl]-5',6'-dihydrospiro[pyrrolidine-3,4'-pyrrolo[1,2-b]pyrazole]-1-carboxamide